N-(2-cyano-7-(4-cyanophenyl)isoindolin-5-yl)-1-methyl-6-oxopiperidine-3-carboxamide C(#N)N1CC2=C(C=C(C=C2C1)NC(=O)C1CN(C(CC1)=O)C)C1=CC=C(C=C1)C#N